2'-(ethane-1,2-diylbis(5-carbamoyl-1H-benzo[d]imidazole-1,2-diyl))bis(4-bromobenzoic acid) C(CN1C(=NC2=C1C=CC(=C2)C(N)=O)C2=C(C(=O)O)C=CC(=C2)Br)N2C(=NC1=C2C=CC(=C1)C(N)=O)C1=C(C(=O)O)C=CC(=C1)Br